C(C)C1=NN=C2N1C1=C(C(=C(C=C1NC2(C)C)F)C2=C1C=CNC1=CC(=C2)F)C 1-ethyl-7-fluoro-8-(6-fluoro-1H-indol-4-yl)-4,4,9-trimethyl-4,5-dihydro-[1,2,4]triazolo[4,3-a]quinoxaline